OCCC(C(=O)N)CCCC(=O)N (2-hydroxyethyl)-adipamide